(+/-)-3,8,9-trimethyldecan-2-ol CC(C(C)O)CCCCC(C(C)C)C